N-(2-((3-chloro-2-fluorophenylmethyl)amino)-2-oxoethyl)-N-isopropyl-2-(1-(methylsulfonyl)-1H-indazol-3-yl)acetamide ClC=1C(=C(C=CC1)CNC(CN(C(CC1=NN(C2=CC=CC=C12)S(=O)(=O)C)=O)C(C)C)=O)F